(R)-(-)-1-(1-naphthyl)ethylisocyanate C[C@H](C1=CC=CC2=CC=CC=C21)N=C=O